CNC1=C(C=C(C=N1)Br)N 5-bromo-N2-methylpyridine-2,3-diamine